3-methyl-1,2-oxazole-5-sulfonyl chloride CC1=NOC(=C1)S(=O)(=O)Cl